(15R)-23-Amino-8-methoxy-6,21-bis(trifluoromethyl)-26-oxa-3,4,19,24-tetraazapentacyclo[18.3.1.12,5.17,11.015,19]hexacosa-1(24),2,4,7(25),8,10,20,22-octaen-6-ol NC1=CC(=C2N3CCC[C@H]3CCCC3=CC=C(C(C(C4=NN=C(C1=N2)O4)(O)C(F)(F)F)=C3)OC)C(F)(F)F